NOCC(=O)NC(C(=O)N)CCCC 2-(2-(aminooxy)acetamido)hexanamide